O(C1=CC=CC=C1)N(P(=O)(N)N)C[C@H](C)OCC1=CC=CC=C1 phenoxy-N-((S)-2-(benzyloxy)propyl)-phosphoramide